C(C)(C)(C)OC(=O)N1[C@@H](COCC1)C=1C=C(C=C2CCN(CC12)C(=O)N1[C@H](COCC1)C)C=1C=C2C(=NC1)NC=C2C (R)-3-(6-(3-methyl-1H-pyrrolo[2,3-b]pyridin-5-yl)-2-((S)-3-methylmorpholine-4-carbonyl)-1,2,3,4-tetrahydroisoquinolin-8-yl)morpholine-4-carboxylic acid tert-butyl ester